C1=C(C=CC2=CC=CC=C12)C1=NC(=NC2=C3C(=CC=C12)C=CC=C3)C3=CC=C(C=C3)C=3C=NC1=CC=CC=C1C3 4-(2-naphthyl)-2-[4-(3-quinolyl)phenyl]-benzo[h]quinazoline